C(CCC)C1=C(C(=C(C(=N1)O)C(=O)N1CC(CC1)C1=NC=C(C=C1)F)O)C1=C(C=CC=C1OC)OC 6-butyl-5-(2,6-dimethoxyphenyl)-3-[3-(5-fluoropyridin-2-yl)pyrrolidine-1-carbonyl]pyridine-2,4-diol